C(C)(C)(C)OC(=O)N1C2(CC2)C[C@@H](CC1)N1N=CC(=C1)CC=1C=2C3=C(C(NC3=CC1)=O)C=CC2 |r| Racemic-7-[4-(2-Oxo-1,2-dihydro-benzo[cd]indol-6-ylmethyl)-pyrazol-1-yl]-4-aza-spiro[2.5]octane-4-carboxylic acid tert-butyl ester